2-fluoro-N-(6-(6-fluoro-4-methylpyridin-3-yl)benzo[d]thiazol-2-yl)cyclopropane-1-carboxamide FC1C(C1)C(=O)NC=1SC2=C(N1)C=CC(=C2)C=2C=NC(=CC2C)F